26-O-β-d-Glucopyranosyl-(25S)-5β-furostan-3β,26-diol [C@@H]1([C@H](O)[C@@H](O)[C@H](O)[C@H](O1)CO)OC[C@@H](C)CCC1O[C@H]2C[C@H]3[C@@H]4CC[C@@H]5C[C@H](CC[C@]5(C)[C@H]4CC[C@]3(C)[C@H]2[C@@H]1C)O